chloro-7-((2-methyl-1H-benzo[d]imidazol-6-yl)oxy)-2-(1-((tetrahydro-2H-thiopyran-4-yl)methyl)-1H-pyrazol-4-yl)quinoxaline ClC=1C(=NC2=CC(=CC=C2N1)OC=1C=CC2=C(NC(=N2)C)C1)C=1C=NN(C1)CC1CCSCC1